CCNCC(=O)NC1=C(C=CC=C1C)C The molecule is amino acid amide formed from 2,6-dimethylaniline and N-ethylglycine components; an active metabolite of lidocaine, formed by oxidative deethylation. Used as an indicator of hepatic function. It has a role as a drug metabolite.